(6-(2-chloro-5-fluorophenyl)-3,8-dioxo-1,2,3,6,7,8-hexahydropyrrolo[3,4-g]indazol-5-yl)-3-fluoro-5-(trifluoromethyl)benzamide ClC1=C(C=C(C=C1)F)C1NC(C=2C1=C(C=C1C(NNC21)=O)C2=C(C(=O)N)C=C(C=C2F)C(F)(F)F)=O